7-(diethylamino)-4-hydroxy-coumarin C(C)N(C1=CC=C2C(=CC(OC2=C1)=O)O)CC